C(C)(C)C1=CC=C(C=C1)NC=1C(N=C(N1)C1=CC=CC=C1)(O)C1=CC=CC=C1 5-((4-isopropylphenyl)amino)-2,4-diphenyl-4H-imidazol-4-ol